N-[3-(2-amino-4-oxo-3,4-dihydroquinazolin-7-yl)phenyl]prop-2-enamide NC1=NC2=CC(=CC=C2C(N1)=O)C=1C=C(C=CC1)NC(C=C)=O